2-bromo-2-methylpropane bromide [Br-].BrC(C)(C)C